3-(4-chloro-3-fluorophenyl)-5-(2-(3-fluoropyrrolidin-1-yl)-2-oxoethyl)-1H-pyrrolo[3,2-c]pyridin-4(5H)-one ClC1=C(C=C(C=C1)C1=CNC2=C1C(N(C=C2)CC(=O)N2CC(CC2)F)=O)F